C(C=C)C1=C(C=CC=C1)Br 1-allyl-2-bromobenzene